1-(2-(4-Fluorophenyl)-3-methyl-2H-pyrazolo[4,3-c]pyridin-6-yl)azetidine-3-sulfonamide FC1=CC=C(C=C1)N1N=C2C(C=NC(=C2)N2CC(C2)S(=O)(=O)N)=C1C